(S)-(1-((4-bromo-3-methylphenyl)sulfonyl)pyrrolidin-2-yl)methane BrC1=C(C=C(C=C1)S(=O)(=O)N1[C@H](CCC1)C)C